C(C1=CC=CC=C1)=C(CC(=O)N)C β-benzalbutyramide